C(C1=CC=CC=C1)(C1=CC=CC=C1)C1=CC=C(N)C(=C1)OC(F)(F)F 4-benzhydryl-6-trifluoromethoxyaniline